2-bromo-5-(4-(3,3-difluoroazetidin-1-yl)phenyl)oxazole BrC=1OC(=CN1)C1=CC=C(C=C1)N1CC(C1)(F)F